[(2S)-oxetan-2-yl]methyl-3H-imidazo[4,5-c]pyridin-6-yl-4,5-dihydro-1,2,4-oxadiazol-5-one O1[C@@H](CC1)CN1C(=NOC1=O)C1=CC2=C(C=N1)NC=N2